Cyanoacetamide Oxime C(#N)CC(N)=NO